(4r,4'r)-2,2'-(cycloheptane-1,1-diyl)bis(4-phenyl-4,5-dihydro-oxazole) C1(CCCCCC1)(C=1OC[C@H](N1)C1=CC=CC=C1)C=1OC[C@H](N1)C1=CC=CC=C1